8-(2,7-Dichloro-8-fluoropyrido[4,3-d]pyrimidin-4-yl)-3,8-diazabicyclo[3.2.1]octane-3-carboxylic acid tert-butyl ester C(C)(C)(C)OC(=O)N1CC2CCC(C1)N2C=2C1=C(N=C(N2)Cl)C(=C(N=C1)Cl)F